(E,Z)-4,6-Hexadecadienyl acetate C(C)(=O)OCCC\C=C\C=C/CCCCCCCCC